3-fluoro-4-(phosphonooxy)benzyl 4-(5-(2,4-bis(trifluoromethyl)benzyl)-2-(2,6-diethyl phenyl)-6,6-dimethyl-2,4,5,6-tetrahydropyrrolo[3,4-c]pyrazol-3-yl)-7-fluoro-1H-indole-1-carboxylate FC(C1=C(CN2C(C3=NN(C(=C3C2)C2=C3C=CN(C3=C(C=C2)F)C(=O)OCC2=CC(=C(C=C2)OP(=O)(O)O)F)C2=C(C=CC=C2CC)CC)(C)C)C=CC(=C1)C(F)(F)F)(F)F